C(C)(C)(C)OC(=O)N1CCN(CC1)C1=CC(=C(C=C1)C(=O)OC)CBr 4-(3-Bromomethyl-4-methoxycarbonylphenyl)piperazine-1-carboxylic acid tert-butyl ester